1,5,6-tri-O-acetyl-2,3,4-tri-O-methyl-glucitol C(C)(=O)OC[C@H](OC)[C@@H](OC)[C@H](OC)[C@H](OC(C)=O)COC(C)=O